benzoic acid di-trifluoroacetate FC(C(=O)O)(F)F.FC(C(=O)O)(F)F.C(C1=CC=CC=C1)(=O)O